C(C)OC(=O)N1C(CNCC1)C1=C(C=C(C=C1)N(CC1=CC=CC=C1)S(=O)(=O)C1=CC=CC=C1)C#N (4-(N-benzylbenzenesulfonylamino)-2-cyanophenyl)piperazine-1-carboxylic acid ethyl ester